naphthalene-1-ylmethyl bromide C1(=CC=CC2=CC=CC=C12)CBr